(Boc-aminoxy) acetate C(C)(=O)OONC(=O)OC(C)(C)C